4-(2-((4-(ethylthio)-2-methylphenyl)amino)-5-(trifluoromethyl)pyrimidin-4-yl)-1-methylcyclohexan-1-ol C(C)SC1=CC(=C(C=C1)NC1=NC=C(C(=N1)C1CCC(CC1)(O)C)C(F)(F)F)C